C(C1=CC=CC=C1)OC1C2(C3CC3C1)CN(C2)C(=O)OC(C)(C)C tert-butyl 3'-benzyloxyspiro[azetidine-3,2'-bicyclo[3.1.0]hexane]-1-carboxylate